5-bromo-2-(cyclopropylmethyl)isoindolin-1-one BrC=1C=C2CN(C(C2=CC1)=O)CC1CC1